6,6'-selenobis(3-(1-(2-(4-(4-methoxyphenyl)thiazol-2-yl)hydrazino)ethyl)-2H-benzopyran-2-one) [Se](C=1C=CC2=C(C=C(C(O2)=O)C(C)NNC=2SC=C(N2)C2=CC=C(C=C2)OC)C1)C=1C=CC2=C(C=C(C(O2)=O)C(C)NNC=2SC=C(N2)C2=CC=C(C=C2)OC)C1